C(C)[C@H]1[C@@H](CN(C1)CC=1C=NC(=CC1)OC)C=1NC(C2=C(N1)N(N=C2)C2CCOCC2)=O 6-{(3S,4S)-4-ethyl-1-[(6-methoxypyridin-3-yl)methyl]pyrrolidin-3-yl}-1-(tetrahydro-2H-pyran-4-yl)-1,5-dihydro-4H-pyrazolo[3,4-d]pyrimidin-4-one